β-epoxycyclohexylethyl-trimethoxysilane C12(C(CCCC1)O2)CC[Si](OC)(OC)OC